COC1=CC(=C2C(=C1)OC3=C(C2=O)C(=C(C=C3)O)O)O The molecule is a member of the class of xanthones that is 9H-xanthen-9-one substituted by hydroxy groups at positions 1, 2 and 8 and a methoxy group at position 6. It has been isolated from various species of the genus Swertia and has been found to exhibit antioxidant activities. It has a role as an antioxidant and a plant metabolite. It is a member of xanthones, a polyphenol and an aromatic ether.